CC=1SC(=C(N1)C)C1=NC(=NC=C1F)NC1CCN(CC1)S(=O)(=O)C 4-(2,4-dimethylthiazol-5-yl)-5-fluoro-N-(1-(methylsulfonyl)piperidin-4-yl)pyrimidin-2-amine